FC=1C=C2CCC(CC2=C(C1)F)N(C(OC(C)(C)C)=O)C tert-butyl (6,8-difluoro-1,2,3,4-tetrahydronaphthalen-2-yl)(methyl)carbamate